OCCC1CN(CC1)C1=CC=C(C=C1)C1CCN(CC1)C1=CC(=C(C#N)C=C1)C(F)(F)F 4-[4-[4-[3-(2-hydroxyethyl)pyrrolidin-1-yl]phenyl]-1-piperidyl]-2-(trifluoromethyl)benzonitrile